CN1CC(C1)C(=O)N 1-methylazetidin-3-carboxamide